C(=O)C1NN=CC=C1C(=O)N 3-formyl-2,3-dihydropyridazine-4-carboxamide